tert-butyl (((1r,4r)-4-(5-chlorobenzofuran-2-carboxamido)cyclohexyl)methyl)carbamate ClC=1C=CC2=C(C=C(O2)C(=O)NC2CCC(CC2)CNC(OC(C)(C)C)=O)C1